[Na].CN1CC2=C(CC1)C=C(O2)S(=O)(=O)N ((6-methyl-4,5,6,7-tetrahydrofurano[2,3-c]pyridin-2-yl)sulfonyl)amine sodium salt